(1r,3r)-3-aminocyclobutane-1-carboxylic acid methyl ester COC(=O)C1CC(C1)N